7-iodo-1-(isoquinolin-5-yl)-2-oxo-1,2-dihydroquinoline-3-carboxylate IC1=CC=C2C=C(C(N(C2=C1)C1=C2C=CN=CC2=CC=C1)=O)C(=O)[O-]